C(C1=CC=CC=C1)OC(=O)NCC1([C@H]2CN(C[C@@H]12)C(=O)OC(C)(C)C)C1=CC=CC=C1 tert-butyl (1R,5S,6s)-6-((((benzyloxy)carbonyl)amino)methyl)-6-phenyl-3-azabicyclo[3.1.0]hexane-3-carboxylate